O=C1NC(CCC1C=1C=C(C(=NC1)F)CN1CCC(CC1)N1N=C2C=C(C(=CC2=C1)NC(C1=CC(=CC=C1)C(F)(F)F)=O)OC)=O N-(2-(1-((5-(2,6-dioxopiperidin-3-yl)-2-fluoropyridin-3-yl)methyl)piperidin-4-yl)-6-methoxy-2H-indazol-5-yl)-3-(trifluoromethyl)benzamide